CC1=CC=C(C=C1)NC(C1=CC=C(C=C1)C)=O N-(4-methylphenyl)-4-methylbenzamide